N1=C(C=CC(=C1)OB(O)O)C1=NC=CC=C1 [2,2'-bipyridyl]-5-yl-boric acid